OC1=CC=C(C=C1)CCC(=O)O para-hydroxy-benzenepropionic acid